N,N-diethyl-3-(trimethoxysilylpropyl)propylamine C(C)N(CC)CCCCCC[Si](OC)(OC)OC